C(C)(C)(C)OC(C(CCCCC(=O)O)C(=O)OC(C)(C)C)=O 7-(tert-Butoxy)-6-(tert-Butoxycarbonyl)-7-oxoheptanoic acid